CC1=CC(=NO1)C1=NN=C2N1N=C(C=C2)C(=O)NC2=NC=1CCN(CC1C=C2)C(=O)OC(C)(C)C tert-butyl 2-(3-(5-methylisoxazol-3-yl)-[1,2,4]triazolo[4,3-b]pyridazine-6-carboxamido)-7,8-dihydro-1,6-naphthyridine-6(5H)-carboxylate